3-piperidin-3-yl-benzoic acid methyl ester COC(C1=CC(=CC=C1)C1CNCCC1)=O